2-cyano-3-(6-(2-(4'-(diphenylamino)-[1,1'-biphenyl]-4-yl)vinyl)9-ethyl-9H-carbazol-3-yl)acrylic acid C(#N)C(C(=O)O)=CC=1C=CC=2N(C3=CC=C(C=C3C2C1)C=CC1=CC=C(C=C1)C1=CC=C(C=C1)N(C1=CC=CC=C1)C1=CC=CC=C1)CC